Azaspiro[4.5]decan-1-one dihydrochloride Cl.Cl.C1(NCCC12CCCCC2)=O